tert-Butyl 3-(4-(piperidine-1-carbonyl)-7-(thiazol-2-yl)benzo[d]oxazol-2-yl)-3,8-diazabicyclo[3.2.1]octane-8-carboxylate N1(CCCCC1)C(=O)C1=CC=C(C2=C1N=C(O2)N2CC1CCC(C2)N1C(=O)OC(C)(C)C)C=1SC=CN1